tert-butyl N-(2-bromo-5,6-dimethyl-3-pyridyl)carbamate BrC1=NC(=C(C=C1NC(OC(C)(C)C)=O)C)C